2,3,4,5,6-pentafluorobenzylsulfide FC1=C(CSCC2=C(C(=C(C(=C2F)F)F)F)F)C(=C(C(=C1F)F)F)F